[Sn]=[Te] tin telluride